N[C@H](C(=O)O)CCC(=O)N[C@@H](CCCNC(=N)N)C(NCCCNC(C1=C(C=C(C=C1)NC=1C=2N(C=CN1)C(=CN2)C2=C(C(=C(C=C2)OC)F)F)CC)=O)=O (2S)-2-amino-5-[[(1S)-1-[3-[[4-[[3-(2,3-difluoro-4-methoxy-phenyl)imidazo[1,2-a]pyrazin-8-yl]amino]-2-ethyl-benzoyl]amino]propylcarbamoyl]-4-guanidino-butyl]amino]-5-oxo-pentanoic acid